4-bromo-5-[4-(2-hydroxy-naphthalen-1-ylmethyl)-piperazin-1-yl]-benzofuran-2-carboxylic acid BrC1=C(C=CC2=C1C=C(O2)C(=O)O)N2CCN(CC2)CC2=C(C=CC1=CC=CC=C21)O